FC(=C(Cl)F)F Trifluorochloroethylene